2-(3,9-diazabicyclo[3.3.1]nonan-3-yl)-7-(thiazol-2-yl)-5-(1,1,1-trifluoro-2-methoxypropan-2-yl)benzo[d]oxazole C12CN(CC(CCC1)N2)C=2OC1=C(N2)C=C(C=C1C=1SC=CN1)C(C(F)(F)F)(C)OC